ClC=1C=C(C(=NC1)N1C(C(N(C(C1)=O)CC1=CC=C(C=C1)C(F)(F)F)(C)CNC(C)=O)=O)F N-((4-(5-chloro-3-fluoro-pyridin-2-yl)-2-methyl-3,6-dioxo-1-(4-(trifluoromethyl)benzyl)-piperazin-2-yl)-methyl)acetamide